1-(2-(4-(4-((1,1-dioxidothiomorpholino)methyl)phenyl)-1H-imidazol-2-yl)piperidin-1-yl)-2-(methylthio)propan-1-one O=S1(CCN(CC1)CC1=CC=C(C=C1)C=1N=C(NC1)C1N(CCCC1)C(C(C)SC)=O)=O